ClC=1C=C2C(=CNC2=CC1)NC1=NC2=C(N1CC)C=CC(=C2)OC(F)(F)F N-(5-Chloro-1H-indol-3-yl)-1-ethyl-5-(trifluoromethoxy)-1H-benzo[d]imidazol-2-amine